C1(C(C=CC=C1)=O)=O benzenedione